FC(C(=O)O)(F)F.N1C(=NC2=C1CCNCC2)C=2C(=CC(=C(C(=O)N1CCC(CC1)C1=C(C#N)C=CC=C1)C2)C)C (1-(5-(1,4,5,6,7,8-hexahydroimidazo[4,5-d]azepin-2-yl)-2,4-dimethylbenzoyl)piperidin-4-yl)benzonitrile trifluoroacetate